(R)-2-((4-(2-chloro-4-fluorophenyl)-2-oxo-2H-chromen-7-yl)oxy)propanoic acid ethyl ester C(C)OC([C@@H](C)OC1=CC=C2C(=CC(OC2=C1)=O)C1=C(C=C(C=C1)F)Cl)=O